(S)-1-(6-(3-(dimethylamino)pyrrolidin-1-yl)pyridin-3-yl)-1H-benzo[d]imidazol-2(3H)-one CN([C@@H]1CN(CC1)C1=CC=C(C=N1)N1C(NC2=C1C=CC=C2)=O)C